2-chloro-6-[3-(dispiro[2.0.2.1]hept-7-ylmethoxy)pyrazol-1-yl]pyridine-3-carboxylic acid ClC1=NC(=CC=C1C(=O)O)N1N=C(C=C1)OCC1C2(C13CC3)CC2